(E)-N-(1-(2-(3-(hydroxyamino)-3-oxoprop-1-en-1-yl)phenyl)piperidin-4-yl)pentanamide ONC(/C=C/C1=C(C=CC=C1)N1CCC(CC1)NC(CCCC)=O)=O